7-(3-fluoro-2-methyl-6-nitrophenoxy)-[1,2,4]triazolo[1,5-a]pyridine FC=1C(=C(OC2=CC=3N(C=C2)N=CN3)C(=CC1)[N+](=O)[O-])C